CC(C#N)C(=O)N1C2C=C(CC1CC2)C2=NC(=NC=C2)NC=2C=NN(C2)C 2-methyl-3-(3-(2-((1-methyl-1H-pyrazol-4-yl)amino)pyrimidin-4-yl)-8-azabicyclo[3.2.1]oct-2-en-8-yl)-3-oxopropanenitrile